OC=1C(=C2CCC(C2=C(C1O)COCC#C)C1=CC=CC=C1)C(C)=O 1-(5,6-dihydroxy-1-phenyl-7-((prop-2-yn-1-yloxy)methyl)-2,3-dihydro-1H-inden-4-yl)ethan-1-one